C(C1=CC=CC=C1)N1C(=NC2=NC=C(C=C21)C2=CC=NN2C)N2CCOCC2 4-(1-benzyl-6-(1-methyl-1H-pyrazol-5-yl)-1H-imidazo[4,5-b]pyridin-2-yl)morpholine